The molecule is a tetracyclic triterpenoid comprised of a lanostane skeleton which is 3beta-hydroxylated and has double bonds at the 9(11)- and 24-positions. It has a role as a metabolite. It is a 3beta-sterol, a tetracyclic triterpenoid and a 3beta-hydroxy-4,4-dimethylsteroid. It derives from a hydride of a lanostane. C[C@H](CCC=C(C)C)[C@H]1CC[C@@]2([C@@]1(CC=C3[C@H]2CC[C@@H]4[C@@]3(CC[C@@H](C4(C)C)O)C)C)C